C(CCCCCCCCC)C(CC(=O)OO)CCC(=O)OO 2-decyldiperoxybutane-1,4-dicarboxylic acid